1-(5-(2-(2-(1H-1,2,4-triazol-1-yl)ethoxy)-4-fluorophenyl)-1-methyl-1H-indazol-3-yl)-N,N-dimethylmethanamine N1(N=CN=C1)CCOC1=C(C=CC(=C1)F)C=1C=C2C(=NN(C2=CC1)C)CN(C)C